C(CCCCCCCCCCCCCCCCCCCCC)N=C=O n-docosyl isocyanate